4-(4-chloro-3-isopropoxy-benzyl)piperazine-1-carboxylic acid 5-aminopyridin-3-yl ester NC=1C=C(C=NC1)OC(=O)N1CCN(CC1)CC1=CC(=C(C=C1)Cl)OC(C)C